ClC1=C(C=C(C(=C1)F)OC)C1=CC=2NC(N(C(C2S1)=O)C=1C2=C(C=NC1)C=C(S2)C(=O)N(C)C)=O 7-[6-(2-chloro-4-fluoro-5-methoxy-phenyl)-2,4-dioxo-1H-thieno[3,2-d]pyrimidin-3-yl]-N,N-dimethyl-thieno[3,2-c]pyridine-2-carboxamide